1-(3-cyano-6-(1-methyl-1H-pyrazol-4-yl)pyrazolo[1,5-a]pyridin-4-yl)azetidine C(#N)C=1C=NN2C1C(=CC(=C2)C=2C=NN(C2)C)N2CCC2